[N+]12(CCN(CC1)CC2)C2=NC(=C(C1=CC=C(C=C21)OCC2=CC=CC=C2)C2=CC(=NC=C2)C)C2CCOCC2 (4-aza-1-azoniabicyclo[2.2.2]oct-1-yl)-7-benzyloxy-4-(2-methyl-4-pyridinyl)-3-tetrahydropyran-4-yl-isoquinoline